[Si](C)(C)(C(C)(C)C)O[C@H](CCNC(=O)N1CC=2C(CC1)=NN(C2)C)CN2CC(CC2)C2=NC(=CC=C2)C(F)(F)F N-((3R)-3-((tert-Butyldimethylsilyl)oxy)-4-(3-(6-(trifluoromethyl)pyridin-2-yl)pyrrolidin-1-yl)butyl)-2-methyl-2,4,6,7-tetrahydro-5H-pyrazolo[4,3-c]pyridine-5-carboxamide